Isopropenyl-norbornene C(=C)(C)C12C=CC(CC1)C2